C(CCCCCCCCC)OCOC=CCCCCC(OCCC)OCCC dipropoxyheptenyl decoxymethyl ether